O=C1NC(CCC1N1C(C2=CC=CC(=C2C1=O)NCCOCCOCCOCCOCCOCCOCCC(=O)O)=O)=O 3-[2-[2-[2-[2-[2-[2-[[2-(2,6-dioxo-3-piperidyl)-1,3-dioxo-isoindolin-4-yl]amino]ethoxy]ethoxy]ethoxy]ethoxy]ethoxy]ethoxy]propanoic acid